3-benzyl-1-(trans-4-((5-cyanopyridin-2-yl)amino)-cyclohexyl)-1-(4-(1-methyl-6-oxo-1,6-dihydropyridin-3-yl)phenyl)urea C(C1=CC=CC=C1)NC(N(C1=CC=C(C=C1)C1=CN(C(C=C1)=O)C)[C@@H]1CC[C@H](CC1)NC1=NC=C(C=C1)C#N)=O